CC(C(C(=O)N1CCOCC1)C#CC(=O)N)(C)C (3,3-dimethyl-1-morpholino-1-oxobutan-2-yl)propiolamide